NC1=C(C=C(OC2=C(C(=NC=N2)N)C2CC2)C=C1)F 6-(4-amino-3-fluorophenoxy)-5-cyclopropyl-pyrimidine-4-amine